ClC(C)C1=C(C(=CC=C1)C)C (1-chloroethyl)-2,3-dimethylbenzene